COC([C@@H](C)F)=O methyl-(R)-2-fluoropropionate